((2,6-dimethylphenyl)amino)-3-((7-methoxy-2-methyl-1,2,3,4-tetrahydroisoquinolin-6-yl)amino)-1,2,4-triazine-6-carboxamide CC1=C(C(=CC=C1)C)NC=1N=C(N=NC1C(=O)N)NC=1C=C2CCN(CC2=CC1OC)C